N[C@H]1CN(CCC1)C1=NC2=CC=C(C=C2C(=N1)C1=CC(=C(C#N)C=C1)F)C1=C(C=CC=C1C(F)(F)F)F (R)-4-(2-(3-aminopiperidin-1-yl)-6-(2-fluoro-6-(trifluoromethyl)phenyl)quinazolin-4-yl)-2-fluorobenzonitrile